3-(4-Hydroxy-3-methyl-2-oxo-1,3-benzodiazol-1-yl)-1-{[2-(trimethylsilyl)ethoxy]methyl}piperidine-2,6-dione OC1=CC=CC=2N(C(N(C21)C)=O)C2C(N(C(CC2)=O)COCC[Si](C)(C)C)=O